7'-bromo-1'H-spiro[cyclopropane-1,4'-isoquinoline]-2'(3'H)-carboxylic acid tert-butyl ester C(C)(C)(C)OC(=O)N1CC2=CC(=CC=C2C2(C1)CC2)Br